anilinesulfonyl fluoride benzyl-4-hydroxy-6-oxo-8-(1-(tetrahydro-2H-pyran-2-yl)-1H-pyrazol-4-yl)-3,4,5,6-tetrahydrothieno[2,3-c][1,6]naphthyridine-2(1H)-carboxylate C(C1=CC=CC=C1)OC(=O)N1CC=2C3=C(C(NC2C(C1)O)=O)SC(=C3)C=3C=NN(C3)C3OCCCC3.N(C3=CC=CC=C3)S(=O)(=O)F